8-bromo-4-oxo-1,4-dihydro-1,6-naphthyridine-3-carboxylic acid BrC=1C=NC=C2C(C(=CNC12)C(=O)O)=O